dimethylsilyl-bis(trimethylcyclopentadienyl)zirconium dichloride [Cl-].[Cl-].C[SiH](C)[Zr+2](C1(C(=C(C=C1)C)C)C)C1(C(=C(C=C1)C)C)C